2-((4-methoxybenzyl)oxy)-N-(5-methyl-2-(pent-3-yloxy)-4-phenoxyphenyl)pyrazolo[1,5-a]Pyridine-3-carboxamide COC1=CC=C(COC2=NN3C(C=CC=C3)=C2C(=O)NC2=C(C=C(C(=C2)C)OC2=CC=CC=C2)OC(CC)CC)C=C1